C12CCC(CC1)O2 (1R,4S)-7-oxabicyclo[2.2.1]heptan